N-(4-((7-(2-(3,3-dimethylazetidin-1-yl)ethoxy)-6-methoxyquinolin-4-yl)oxy)-3-fluorophenyl)-5-(4-fluorophenyl)-6-oxo-2,3,5,6-tetrahydrofuro[3,2-c]pyridine-7-carboxamide CC1(CN(C1)CCOC1=C(C=C2C(=CC=NC2=C1)OC1=C(C=C(C=C1)NC(=O)C1=C2C(=CN(C1=O)C1=CC=C(C=C1)F)CCO2)F)OC)C